CC1=C(OC2=CC=C(C=C2)NN)C=C(C=C1C)C 4-(2,3,5-trimethylphenoxy)phenylhydrazine